1-methyl-6H-isochromeno[3,4-c]pyridin-8-amine CC1=C2C(=CN=C1)OCC=1C=C(C=CC12)N